(2R,3R,4S,5R)-5-azido-2-{4-benzamido-7H-pyrrolo[2,3-d]pyrimidin-7-yl}-4-(benzoyloxy)-5-(hydroxymethyl)oxolan-3-yl benzoate C(C1=CC=CC=C1)(=O)O[C@H]1[C@@H](O[C@@]([C@H]1OC(C1=CC=CC=C1)=O)(CO)N=[N+]=[N-])N1C=CC2=C1N=CN=C2NC(C2=CC=CC=C2)=O